N-(4-(2-(4-(2,3-dichlorophenyl)piperazin-1-yl)ethyl)-1-methylcyclohexyl)-1H-indole-2-carboxamide ClC1=C(C=CC=C1Cl)N1CCN(CC1)CCC1CCC(CC1)(C)NC(=O)C=1NC2=CC=CC=C2C1